BrC1=CC=C(C=C1C1=CC=CC=C1)NC1=CC=2C(C3=CC=CC=C3C2C=C1)(C)C N-(6-bromobiphenyl-3-yl)-N-(9,9-dimethylfluoren-2-yl)amine